O1C(=NC2=C1C=CC=C2)C2=CC=C(C=C2)N2NC(=CC2C2=CC=C(C=C2)C(C)(C)C)C=CC2=CC=C(C=C2)C(C)(C)C 1-(4-(benzoxazol-2-yl)phenyl)-3-(4-tert-butylstyryl)-5-(4-tert-butylphenyl)-pyrazoline